CC(CCCO)O methylbutylene glycol